FC1=NC(=NC=C1I)N1C[C@@H](N(CC1)C1=NC=CC=N1)COC (R)-4-fluoro-5-iodo-2-(3-(methoxymethyl)-4-(pyrimidin-2-yl)piperazin-1-yl)pyrimidine